N[C@H](C(=O)O)CC(=O)C=1N=NN(N1)C1=CC=C(C=C1)OC (S)-2-amino-4-(2-(4-methoxyphenyl)-2H-tetrazol-5-yl)-4-oxobutanoic acid